C1=CC=CC2=C3C(N=C12)=C1C(NC=2C=CC=CC12)=N3 pyrrolo[2,3-b:4,5-b']Diindole